2-n-heptyl-3-hydroxy-4(1H)-quinolone C(CCCCCC)C=1NC2=CC=CC=C2C(C1O)=O